BrC=1C(=CC=C2C(=CN(C12)COCC[Si](C)(C)C)C1=NC(=NC=C1[N+](=O)[O-])Cl)C#N 7-bromo-3-(2-chloro-5-nitropyrimidin-4-yl)-1-((2-(trimethylsilyl)ethoxy)methyl)-1H-indole-6-carbonitrile